COC1=CC=C(C=C1)C/C=C/Br (E)-3-(4-methoxyphenyl)-propenyl bromide